C(C)OC(CN1CCC(CC1)NCCCCC1=NC=2NCCCC2C=C1)=O 2-(4-(4-(5,6,7,8-tetrahydro-1,8-naphthyridin-2-yl)butylamino)piperidin-1-yl)acetic acid ethyl ester